CC1(C2=CC=CC=C2C=2C=CC(=CC12)B(O)O)C 9,9-dimethyl-fluoren-2-ylboronic acid